FC(C=1C=C(C=NC1)CN)(F)F [5-(trifluoromethyl)-3-pyridinyl]methylamine